N-[6-(5-chloro-1,3-benzoxazol-2-yl)spiro[3.3]Heptane-2-yl]-5-(methylaminosulfonyl)furan-2-carboxamide ClC=1C=CC2=C(N=C(O2)C2CC3(CC(C3)NC(=O)C=3OC(=CC3)S(=O)(=O)NC)C2)C1